(difluoromethyl)-N-[2-(4-formylcyclohexyl)indazol-5-yl]pyridine-2-carboxamide FC(F)C=1C(=NC=CC1)C(=O)NC1=CC2=CN(N=C2C=C1)C1CCC(CC1)C=O